3-chloro-4-methyl-5-(1-methylpyrrolidin-3-yl)oxy-aniline ClC=1C=C(N)C=C(C1C)OC1CN(CC1)C